6-(1-(2,2,2-Trifluoroethyl)-1H-pyrazol-4-yl)picolinic acid FC(CN1N=CC(=C1)C1=CC=CC(=N1)C(=O)O)(F)F